octadecyldimethyl(8-trimethoxysilyloctyl)ammonium chloride [Cl-].C(CCCCCCCCCCCCCCCCC)[N+](CCCCCCCC[Si](OC)(OC)OC)(C)C